Methyl 2-bromo-4-methoxybenzo[d]thiazole-6-carboxylate BrC=1SC2=C(N1)C(=CC(=C2)C(=O)OC)OC